C(C)N1C(N(C([C@]12CCN(CCC2)CC2CCOCC2)=O)C2CCC(CC2)C(F)(F)F)=O (S)-1-ethyl-8-((tetrahydro-2H-pyran-4-yl)methyl)-3-((1S,4R)-4-(trifluoromethyl)cyclohexyl)-1,3,8-triazaspiro[4.6]undecane-2,4-dione